O=C1N(C(C=C1)=O)C1=CC=C(C(=O)NCCOCCOCCOCCC(=O)OC(C)(C)C)C=C1 tert-butyl 3-[2-[2-[2-[[4-(2,5-dioxopyrrol-1-yl)benzoyl]amino]ethoxy]ethoxy]ethoxy]propanoate